2-(2-(4-fluorobenzamido)propan-2-yl)-5-(2,2,2-trifluoroacetyl)-6,6a,7,7a-tetrahydro-5H-cyclopropa[c][1,5]naphthyridin-1-ium FC1=CC=C(C(=O)NC(C)(C)C=2[NH+]=C3C4C(CN(C3=CC2)C(C(F)(F)F)=O)C4)C=C1